N[C@@H](C)C=1N(CC2=C(C=CC(=C2C1)F)Cl)C1=CC=CC=C1 (S)-3-(1-aminoethyl)-8-chloro-5-fluoro-2-phenylisoquinoline